methyl 3-chloro-5-carbamoyl-2-picolinate ClC=1C(=NC=C(C1)C(N)=O)C(=O)OC